1-(4-Iodo-2,6-dimethylphenyl)ethane-1-one IC1=CC(=C(C(=C1)C)C(C)=O)C